2,2-dibutyl-3-(4-methoxyphenyl)-4-methyl-2H-1-benzopyran-7-ol acetate C(C)(=O)OC1=CC2=C(C(=C(C(O2)(CCCC)CCCC)C2=CC=C(C=C2)OC)C)C=C1